ClC1=CC=C(C=C1)C1=N[C@H](C=2N(C3=C1C(=C(S3)C)C)C(=NN2)C)CCN2CCN(CC2)CC=2C=C3C(N(C(C3=CC2)=O)C2C(NC(CC2)=O)=O)=O 5-((4-(2-((S)-4-(4-chlorophenyl)-2,3,9-trimethyl-6H-thieno[3,2-f][1,2,4]triazolo[4,3-a][1,4]diazepin-6-yl)ethyl)piperazin-1-yl)methyl)-2-(2,6-dioxopiperidin-3-yl)isoindoline-1,3-dione